4-((2-((2-methylpyridin-3-yl)oxy)ethyl)(4-(5,6,7,8-tetrahydro-1,8-naphthyridin-2-yl)butyl)amino)butanoic acid CC1=NC=CC=C1OCCN(CCCC(=O)O)CCCCC1=NC=2NCCCC2C=C1